[3-[5-bromo-1-ethyl-6-fluoro-2-[2-[(1S)-1-methoxyethyl]-5-morpholino-3-pyridinyl]indol-3-yl]-2,2-dimethyl-propoxy]-tert-butyl-diphenyl-silane BrC=1C=C2C(=C(N(C2=CC1F)CC)C=1C(=NC=C(C1)N1CCOCC1)[C@H](C)OC)CC(CO[Si](C1=CC=CC=C1)(C1=CC=CC=C1)C(C)(C)C)(C)C